BrC1=CC=CC(=N1)NC(=O)[C@H]1N(C[C@@H](C1)F)C(CN1N=C(C2=CC(=CC=C12)C=1C=NC=NC1)C(=O)N)=O 1-(2-((2S,4R)-2-(6-bromopyridin-2-ylcarbamoyl)-4-fluoropyrrolidin-1-yl)-2-oxoethyl)-5-(pyrimidin-5-yl)-1H-indazole-3-carboxamide